P(=O)(OC(CC)CC)(OC(CC)CC)OC(CC)CC tri-(3-pentyl) phosphate